C(C1=CC=CC=C1)NC[C@H](O)[C@@H](O)[C@@H](O)CO 1-(benzylamino)-1-deoxy-L-arabinitol